[N+](=O)([O-])C1=C(N[C@H]2[C@@H]([C@@H]([C@H](C2)CO)O)F)C=CC(=C1)[N+](=O)[O-] (1R,2S,3R,5R)-3-(2,4-dinitroanilino)-2-fluoro-5-(hydroxymethyl)cyclopentanol